FC=1C=C(C=C(C1F)F)C=1C=2C(=NN1)CCOC2 3-(3,4,5-trifluorophenyl)-6,7-dihydropyrano[4,3-c]pyrazol